C[C@H]([C@H]1C(=O)N[C@H](C2=NC(=CS2)C(=O)N[C@H](C3=NC(=CS3)C(=O)N[C@H](C(=O)N1)C(C)C)C(C)C)C(C)C)O The molecule is a homodetic cyclic peptide that consists of L-valine and L-threonine as the amino acid residues. It is isolated from Lissoclinum bistratum and exhibits antitumour activity against the human colon tumour cell line. It has a role as a metabolite and an antineoplastic agent. It is a homodetic cyclic peptide and a macrocycle.